tert-Butyl (1-(tert-butyl)-2-oxopyrrolidin-3-yl)carbamate C(C)(C)(C)N1C(C(CC1)NC(OC(C)(C)C)=O)=O